COC(=O)C1=CC2=C(N(C(=N2)C=2N3C(CNC=4C(=CC=C(C2)C34)S(=O)(=O)C)C3CC3)C)C(=C1)F 2-(11-cyclopropyl-7-methylsulfonyl-1,9-diazatricyclo[6.3.1.04,12]dodeca-2,4,6,8(12)-tetraen-2-yl)-7-fluoro-1-methyl-benzimidazole-5-carboxylic acid methyl ester